C(CC)(=O)O n-propanoic acid